tert-Butyl 4-(4-((5-cyano-6-(2H-1,2,3-triazol-2-yl)pyridin-3-yl)carbamoyl)-5-(trifluoromethyl)-1H-pyrazol-1-yl)indoline-1-carboxylate C(#N)C=1C=C(C=NC1N1N=CC=N1)NC(=O)C=1C=NN(C1C(F)(F)F)C1=C2CCN(C2=CC=C1)C(=O)OC(C)(C)C